N1N=CC(=C1)CNC(NC1CC2(CC(C2)NC(C2=CC=CC=C2)=O)C1)=O N-(6-(3-((1H-pyrazol-4-yl)methyl)ureido)spiro[3.3]heptan-2-yl)benzamide